4-(aminophenylmethyl)phenol NC(C1=CC=C(C=C1)O)C1=CC=CC=C1